2-(bromomethyl)-1,3-difluoro-5-methylbenzene BrCC1=C(C=C(C=C1F)C)F